ClC1=NC=C(C=N1)N1C[C@@H](CC1)F (R)-2-chloro-5-(3-fluoropyrrolidin-1-yl)pyrimidine